N1(NC1)CCC 1,2-diaziridinylpropane